2-cyclopentanamide C1C(CCC1)C(=O)N